fumaric acid monophenyl methyl ester COC(/C=C/C(=O)OC1=CC=CC=C1)=O